Benzyl 4-[3-[[4-[8-(3-amino-6-chloro-pyridazin-4-yl)-2-oxa-5,8-diazaspiro[3.5]nonan-5-yl]-2-pyridyl]oxy]cyclobutoxy]piperidine-1-carboxylate NC=1N=NC(=CC1N1CCN(C2(COC2)C1)C1=CC(=NC=C1)OC1CC(C1)OC1CCN(CC1)C(=O)OCC1=CC=CC=C1)Cl